Isopropyldimethylamine C(C)(C)N(C)C